FC1=C(OCC#N)C=CC(=C1F)C1=CN=C2N1C=CN=C2NC2=CC(=C(C=C2)C(=O)N2CCN(CC2)C(=O)C2(CCNCC2)F)C 2-[2,3-difluoro-4-[8-[4-[4-(4-fluoropiperidine-4-carbonyl)piperazine-1-carbonyl]-3-methylanilino]imidazo[1,2-a]pyrazin-3-yl]phenoxy]acetonitrile